The molecule is the trisodium salt of citric acid. It has a role as a flavouring agent and an anticoagulant. It contains a citrate(3-). C(C(=O)[O-])C(CC(=O)[O-])(C(=O)[O-])O.[Na+].[Na+].[Na+]